Tert-butyl 4-(3-ethynylbenzoylamino)-4-methylpiperidine-1-carboxylate C(#C)C=1C=C(C(=O)NC2(CCN(CC2)C(=O)OC(C)(C)C)C)C=CC1